[(3R)-3-benzyloxybutyl]methanesulfonate C(C1=CC=CC=C1)O[C@@H](CCCS(=O)(=O)[O-])C